6-(5-(1-methyl-1H-pyrazol-4-yl)-1H-pyrrolo[2,3-b]pyridin-3-yl)-4-(4-methylpiperazin-1-yl)quinazoline CN1N=CC(=C1)C=1C=C2C(=NC1)NC=C2C=2C=C1C(=NC=NC1=CC2)N2CCN(CC2)C